3,4-Difluoro-2-(2-fluoro-4-iodoanilino)-5-[[3-fluoro-2-[(1-methylcyclobutyl)sulfamoylamino]pyridin-4-yl]methyl]-N-methoxybenzamide FC=1C(=C(C(=O)NOC)C=C(C1F)CC1=C(C(=NC=C1)NS(NC1(CCC1)C)(=O)=O)F)NC1=C(C=C(C=C1)I)F